NC=1C=C(C=CC1O)C(C)(C)C1=CC(=C(C=C1)O)N 2,2-bis-(3-amino-4-hydroxyphenyl)propane